NC1=CC(=CC=2OCCOC21)NC2=NC=CC(=N2)NC2=NC(=NC=C2)C2=NC(=CC=C2)C N2-(5-amino-2,3-dihydro-1,4-benzodioxin-7-yl)-N4-[2-(6-methyl-2-pyridyl)pyrimidin-4-yl]pyrimidine-2,4-diamine